FC1=C(C=CC(=C1)N1CCCC1)C1=NN2C(N=CC=C2)=C1C(=O)N[C@@H]1C(NC2=C(C(=N1)C1=CC=CC=C1)C=CC=C2)=O 2-(2-Fluoro-4-pyrrolidin-1-ylphenyl)-N-[(3S)-2-oxo-5-phenyl-1,3-dihydro-1,4-benzodi-azepin-3-yl]pyrazolo-[1,5-a]pyrimidine-3-carboxamide